FC=1C=C(C=CC1[N+](=O)[O-])NC(C1=CC=C(C=C1)OC)=O N-(3-fluoro-4-nitrophenyl)-4-methoxybenzamide